5-bromo-3-chloro-7-{[2-(trimethylsilyl)ethoxy]Methyl}pyrrolo[2,3-c]Pyridazine BrC1=CN(C=2N=NC(=CC21)Cl)COCC[Si](C)(C)C